ClC=1C(=NC=CC1C1=NC(=C(C=C1)CNC[C@@H]1NC(CC1)=O)OC)C=1C(=C(C=CC1)NC(C1=NC=C(C=C1)CN1CC(C1)O)=O)C (R)-N-(3-(3'-chloro-6-methoxy-5-((((5-oxopyrrolidin-2-yl)methyl)amino)methyl)-[2,4'-bipyridin]-2'-yl)-2-methylphenyl)-5-((3-hydroxyazetidin-1-yl)methyl)picolinamide